1-propyl-3-butylpyridinium acetate C(C)(=O)[O-].C(CC)[N+]1=CC(=CC=C1)CCCC